C1(CC1)S(=O)(=O)NC1=NC=CC(=N1)C(C(=O)NC1=CC=C(C=C1)C=1C=NC=C(C1)OC(F)F)(C)C 2-(2-(cyclopropanesulfonamido)pyrimidin-4-yl)-N-(4-(5-(difluoromethoxy)pyridin-3-yl)phenyl)-2-methylpropanamide